2-chloro-6H-pyrano[3,4-b]pyridin-5(8H)-one ClC1=CC=C2C(=N1)COCC2=O